1-(4-(2,6-dioxopiperidin-3-yl)-3,5-difluorophenyl)azetidin-3-yl(3-(2-oxa-5-azabicyclo[2.2.1]heptan-5-ylmethyl)-4,5-dimethylphenyl) carbamate C(N)(OC1=C(C(=C(C(=C1)C)C)CN1C2COC(C1)C2)C2CN(C2)C2=CC(=C(C(=C2)F)C2C(NC(CC2)=O)=O)F)=O